N1CC(C1)N1N=C(C=C1)Br 1-(azetidin-3-yl)-3-bromopyrazole